COC=1C(=CC2=C(C=C(O2)CO)C1)B1OC(C(O1)(C)C)(C)C [5-methoxy-6-(4,4,5,5-tetramethyl-1,3,2-dioxaborolan-2-yl)-1-benzofuran-2-yl]methanol